[18F]CCN1C=CC=2C1=NC=CC2C=O [1-(2-[18F]fluoroethyl)pyrrolo[2,3-b]pyridin-4-yl]methanone